methyl-[7-(tosyl)pyrrolo[2,3-d]pyrimidin-4-yl]amine CNC=1C2=C(N=CN1)N(C=C2)S(=O)(=O)C2=CC=C(C)C=C2